lauryl lactylacetate C(C(O)C)(=O)CC(=O)OCCCCCCCCCCCC